4-(5-(p-tolyl)-7H-pyrrolo[2,3-d]pyrimidin-4-yl)morpholine C1(=CC=C(C=C1)C1=CNC=2N=CN=C(C21)N2CCOCC2)C